4,5-dihydroxyphenethyl alcohol OC1=CC=C(CCO)C=C1O